FC(C(C(C(C(F)(F)OCCC)(F)F)(F)F)(F)F)CC(F)(F)F propyl dodecafluoroheptyl ether